CN1N=C(C2=CC=C(C=C12)C1CCN(CC1)CC1CCNCC1)C1C(NC(CC1)=O)=O 3-[1-methyl-6-[1-(4-piperidylmethyl)-4-piperidyl]indazol-3-yl]piperidine-2,6-dione